dimethyl 4-[2-[2-[[6-fluoro-5-[4-(6-methoxy-imidazo[1,2-a]pyridin-2-yl)phenyl]pyridin-2-yl]-[(2-methylpropan-2-yl)oxycarbonyl]amino]-ethoxy]ethoxy]benzene-1,2-dicarboxylate FC1=C(C=CC(=N1)N(CCOCCOC=1C=C(C(=CC1)C(=O)OC)C(=O)OC)C(=O)OC(C)(C)C)C1=CC=C(C=C1)C=1N=C2N(C=C(C=C2)OC)C1